(S)-5-(8-(1-(tert-butoxycarbonyl)pyrrolidin-2-yl)isochroman-6-yl)-3-(pyridin-3-yl)-1H-pyrrolo[2,3-b]pyridine-1-carboxylate C(C)(C)(C)OC(=O)N1[C@@H](CCC1)C=1C=C(C=C2CCOCC12)C=1C=C2C(=NC1)N(C=C2C=2C=NC=CC2)C(=O)[O-]